CC1=C(N=C(S1)NC(CC1=CC=C(OC2=NC=CC=C2C(=O)N)C=C1)=O)C1=CC=CC=C1 2-(4-(2-((5-methyl-4-phenylthiazol-2-yl)amino)-2-oxoethyl)phenoxy)pyridine-3-carboxamide